C(C1=CC=C(C=C1)NC(CC)C)C1=CC=C(C=C1)NC(CC)C 4,4'-methylenebis[N-(1-methylpropyl)phenylamine]